C(N)(OC(CC1CN(C1)C(=O)C1=C(C(=C(C=C1)F)F)NC1=C(C=C(C=C1)I)F)(C)C)=O [1-({3,4-difluoro-2-[(2-fluoro-4-iodophenyl) amino]Phenyl} carbonyl) azetidin-3-yl]1,1-dimethylethyl carbamate